(5aR,5bS,7aS,10aS,10bR,E)-5a,7a-dimethyl-2-((2-nitrophenyl)amino)-4,5,5a,5b,6,7,7a,9,10,10a,10b,11-dodecahydro-8H-cyclopenta[7,8]phenanthro[2,1-d]thiazol-8-one oxime C[C@@]12CCC=3N=C(SC3C2=CC[C@H]2[C@H]3[C@](CC[C@H]12)(/C(/CC3)=N/O)C)NC3=C(C=CC=C3)[N+](=O)[O-]